N-(8,9-difluoro-6-oxo-1,4,5,6-tetrahydro-2H-pyrano[3,4-c]isoquinolin-1-yl)-N-methyl-5,6,7,8-tetrahydroindolizine-2-carboxamide FC=1C(=CC=2C3=C(NC(C2C1)=O)COCC3N(C(=O)C=3C=C1CCCCN1C3)C)F